1-((1R,5S,6R)-3-(7-(8-chloronaphthalen-1-yl)-2-(((S)-1-methylpyrrolidin-2-yl)methoxy)-5,6,7,8-tetrahydropyrido[3,4-d]pyrimidin-4-yl)-3-azabicyclo[3.1.0]hexan-6-yl)prop-2-en-1-one ClC=1C=CC=C2C=CC=C(C12)N1CC=2N=C(N=C(C2CC1)N1C[C@H]2C([C@H]2C1)C(C=C)=O)OC[C@H]1N(CCC1)C